NC1=CC=C(C(=C1C1=CC(N2[C@@H](CCC2C1)C(=O)OCC(=O)C=1C(=NC(=C(C1)[2H])NC(C)=O)F)=O)F)Cl 2-(6-Acetamido-2-fluoropyridin-3-yl-5-d)-2-oxoethyl (3S)-7-(6-amino-3-chloro-2-fluorophenyl)-5-oxo-1,2,3,5,8,8a-hexahydroindolizine-3-carboxylate